(2S,4R)-allyl 4-(2-((1R,3R)-3-((tert-butoxycarbonyl)(methyl)amino)-4-methyl-1-((3-methylbutanoyl)oxy)pentyl)thiazole-4-carboxamido)-2-methyl-5-phenylpentanoate C(C)(C)(C)OC(=O)N([C@H](C[C@@H](OC(CC(C)C)=O)C=1SC=C(N1)C(=O)N[C@H](C[C@@H](C(=O)OCC=C)C)CC1=CC=CC=C1)C(C)C)C